C(C)OC(=O)C=1C(=NN2C1N=CC=C2)C=2C(=NC(=CC2)NC(C)C)F 2-[2-fluoro-6-(propan-2-ylamino)pyridin-3-yl]pyrazolo[1,5-a]pyrimidine-3-carboxylic acid ethyl ester